C(C)(=O)OC1C(OC(C1OS(=O)(=O)C1=CC=C(C)C=C1)I)COP(=O)(O)O 5-iodo-2-((phosphonooxy)methyl)-4-(tosyloxy)tetrahydrofuran-3-yl acetate